5-((2-pyrrolidin-3-yl)vinyl)pyrimidine N1CC(CC1)C=CC=1C=NC=NC1